2-chloro-2-fluoropropanoic acid ClC(C(=O)O)(C)F